perfluorotetrahydropyran FC1(OC(C(C(C1(F)F)(F)F)(F)F)(F)F)F